ClC=1C(=CC=2N(N1)C(C=C(N2)C)=O)C 7-chloro-2,8-dimethyl-4H-pyrimido[1,2-b]Pyridazin-4-one